(1S,4s)-4-(8-(4-cyano-2,6-difluorophenylamino)-2-((1R,3R)-3-hydroxycyclohexylamino)-9H-purin-9-yl)-1-methylcyclohexanecarboxamide C(#N)C1=CC(=C(C(=C1)F)NC=1N(C2=NC(=NC=C2N1)N[C@H]1C[C@@H](CCC1)O)C1CCC(CC1)(C(=O)N)C)F